C1=CC=CC=2C3=CC=CC=C3N(C12)C=1C=C(C=CC1)C=1N=CC2=C(N1)C1=C(O2)C=CC=C1 3-(9H-carbazol-9-yl)phenyl[1]benzofuro[3,2-d]pyrimidine